C(C)(=O)O[C@H]1CC2[C@@H]3C=CC[C@@H]3C1C2 (3aR,6S,7aS)-3a,4,5,6,7,7a-hexahydro-1H-4,7-methanoinden-6-yl acetate